ClC1=CC=C(CN(C2=NC=3N(C(=C2)C=2C=NNC2)N=C(C3)C(=O)NC3=CC=C(C=C3)Cl)C)C=C1 5-((4-chlorobenzyl)(methyl)amino)-N-(4-chlorophenyl)-7-(1H-pyrazol-4-yl)pyrazolo[1,5-a]pyrimidine-2-carboxamide